C(C1=CC=CC=C1)(=O)NC1=C2N=CN(C2=NC=N1)[C@H]1C[C@@H]([C@H](O1)/C=C/P(OC)(O)=O)O Methyl Hydrogen ((E)-2-((2R,3s,5R)-5-(6-Benzamido-9H-Purin-9-yl)-3-Hydroxytetrahydrofuran-2-yl)Vinyl)Phosphonate